2,4-dimethyl-7-[(3S,4R)-3-methyl-4-[[5-(trifluoromethoxy)-2-pyridinyl]amino]-1-piperidinyl]-5-oxo-thiazolo[5,4-b]pyridine-6-carbonitrile CC=1SC=2N(C(C(=C(C2N1)N1C[C@@H]([C@@H](CC1)NC1=NC=C(C=C1)OC(F)(F)F)C)C#N)=O)C